6-(3-Fluorophenyl)-N-[(2R)-1-hydroxypropan-2-yl]-5-[4-(trifluoromethyl)phenoxy]pyrazine-2-carboxamide FC=1C=C(C=CC1)C1=C(N=CC(=N1)C(=O)N[C@@H](CO)C)OC1=CC=C(C=C1)C(F)(F)F